CC1=NC2=C(N1)C=C(C=C2)OC2=CC=C1N=CC=NC1=C2 7-((2-methyl-1H-benzo[d]imidazol-6-yl)oxy)quinoxaline